3-(5H-imidazo[5,1-a]isoindol-5-yl)-7-(methylsulfonyl)chroman-4-ol C=1N=CN2C1C1=CC=CC=C1C2C2COC1=CC(=CC=C1C2O)S(=O)(=O)C